2-(1H-indazol-6-ylsulfanyl)-N-methylbenzamide N1N=CC2=CC=C(C=C12)SC1=C(C(=O)NC)C=CC=C1